n-pentyl (2-ethylhexyl) terephthalate C(C1=CC=C(C(=O)OCC(CCCC)CC)C=C1)(=O)OCCCCC